C(C)(C)(C)C1=CC=C(C=C1)C(CS(=O)(=O)C)O 1-(4-(tert-butyl)phenyl)-2-(methylsulfonyl)ethan-1-ol